N-[(4-{[2-(hydroxymethyl)phenyl]sulfamoyl}phenyl)methyl]-1H-pyrrolo[3,2-c]pyridine-2-carboxamide OCC1=C(C=CC=C1)NS(=O)(=O)C1=CC=C(C=C1)CNC(=O)C1=CC=2C=NC=CC2N1